ethyl-mercury (II) C(C)[Hg+]